(E)-1-(5-chloro-2-nitrophenyl)-3-(dimethylamino)prop-2-en-1-one ethyl-5-(3-ethoxy-3-oxopropanamido)-4-(tetrahydro-2H-pyran-4-yl)-1H-pyrazole-3-carboxylate C(C)OC(=O)C1=NNC(=C1C1CCOCC1)NC(CC(=O)OCC)=O.ClC=1C=CC(=C(C1)C(\C=C\N(C)C)=O)[N+](=O)[O-]